5-(2-hydroxypropan-2-yl)-1H-pyrazol OC(C)(C)C1=CC=NN1